Cl.C(CCCCCCCC(=O)O)(=O)O nonanedioate HCl salt